N1CC(C1)O[Si](C)(C)C(C)(C)C azetidin-3-yloxy-tert-butyldimethylsilane